OCCC#C 4-hydroxybut-1-yn